ClC=1C(=C(C=CC1)C(C(=O)O)(C)F)C1CC1 2-(3-chloro-2-cyclopropyl-phenyl)-2-fluoro-propionic acid